[cyano-(3-phenoxyphenyl)methyl] 3-[(Z)-2-chloro-3,3,3-trifluoroprop-1-enyl]-2,2-dimethylcyclopropane-1-carboxylate Cl\C(=C/C1C(C1C(=O)OC(C1=CC(=CC=C1)OC1=CC=CC=C1)C#N)(C)C)\C(F)(F)F